C1(=CC=CC=C1)C=1N=C2N(C=CC(=C2)C2=CC=NC=C2)C1 2-phenyl-7-(4-pyridyl)imidazo[1,2-a]pyridine